5-[6-chloro-3-[1-[4-(2,2-difluoroethyl)-3-(2-hydroxyethyl)-7-methyl-5-oxo-pyrazolo[3,4-c]isoquinolin-9-yl]ethylamino]-2-pyridinyl]-N-methyl-pyridine-2-carboxamide ClC1=CC=C(C(=N1)C=1C=CC(=NC1)C(=O)NC)NC(C)C=1C=2C3=C(N(C(C2C=C(C1)C)=O)CC(F)F)N(N=C3)CCO